(3S)-2-oxopyrrolidin O=C1NCCC1